spiro[2.5]octene C1=CC12CCCCC2